N[C@@H]1[C@H]2N(C[C@@H]1CC2)N2N=C(C1=C2N=CN(C1=O)C)C1=C(C2=C(N=CS2)C=C1)Cl |r| Rac-((1S,4S,7S)-7-amino-2-azabicyclo[2.2.1]heptan-2-yl)-3-(7-chlorobenzo[d]thiazol-6-yl)-5-methyl-1,5-dihydro-4H-pyrazolo[3,4-d]pyrimidin-4-one